styrene sodium acrylate C(C=C)(=O)[O-].[Na+].C=CC1=CC=CC=C1